N-(5-methylsulfonyl-pyridin-2-yl)-acetamide CS(=O)(=O)C=1C=CC(=NC1)NC(C)=O